BrC1=C(C=CC(=C1)C(F)(F)F)C=1C=C2CCN(C(C2=CC1)=O)C=1C=CC(=C(C1)NS(=O)(=O)CCC)OCOCCOC N-(5-(6-(2-bromo-4-(trifluoromethyl)phenyl)-1-oxo-3,4-dihydroisoquinolin-2(1H)-yl)-2-((2-methoxyethoxy)methoxy)phenyl)propane-1-sulfonamide